C[C@@H]1N[C@@H](C[C@](C1)(O)C1=CC(=NC=C1)C(F)(F)F)C=1N=NN(C1)C (2S,4S,6S)-2-methyl-6-(1-methyltriazol-4-yl)-4-[2-(trifluoromethyl)-4-pyridinyl]piperidin-4-ol